1-(5-(4,4,5,5-tetramethyl-1,3,2-dioxaborolan-2-yl)-2,3,4,7-tetrahydro-1H-azepin-1-yl)ethan-1-one CC1(OB(OC1(C)C)C=1CCCN(CC1)C(C)=O)C